5-[(Cyclopropylmethyl)amino]-3-[2-(1-ethyl-4,6-difluoro-1,3-benzodiazol-5-yl)ethynyl]-1-[(3S,5R)-5-(methoxymethyl)-1-(prop-2-enoyl)pyrrolidin-3-yl]pyrazole-4-carboxamide C1(CC1)CNC1=C(C(=NN1[C@@H]1CN([C@H](C1)COC)C(C=C)=O)C#CC1=C(C2=C(N(C=N2)CC)C=C1F)F)C(=O)N